FC=1C=CC(=NC1)[C@@H](C)OC1=CC(=CC=2N1C(=CN2)C#N)C=2N=NN(C2C)C2CCNCC2 5-[(1R)-1-(5-fluoro-2-pyridyl)ethoxy]-7-[5-methyl-1-(4-piperidyl)triazol-4-yl]imidazo[1,2-a]pyridine-3-carbonitrile